5-((2-(2-Methoxyethoxy)ethyl)amino)-2-(2,3,5-trichlorophenyl)oxazole-4-carbonitrile COCCOCCNC1=C(N=C(O1)C1=C(C(=CC(=C1)Cl)Cl)Cl)C#N